(R)-imino[6-(8-methoxyquinazolin-4-yl)-2,6-diazaspiro[3.4]octan-2-yl]methyl-λ6-sulfanone N=S(=O)CN1CC2(C1)CN(CC2)C2=NC=NC1=C(C=CC=C21)OC